5-(4-((4-((4-Methylpiperazin-1-yl)methyl)phenyl)ethynyl)phenyl)-3-((2-((1S)-1-((tetrahydro-2H-pyran-2-yl)oxy)ethyl)-1H-imidazol-1-yl)methyl)isoxazole CN1CCN(CC1)CC1=CC=C(C=C1)C#CC1=CC=C(C=C1)C1=CC(=NO1)CN1C(=NC=C1)[C@H](C)OC1OCCCC1